Methacrylnitril C(C(=C)C)#N